1-(4-(3-(2,6-difluorophenyl)azetidin-1-yl)benzyl)piperidine FC1=C(C(=CC=C1)F)C1CN(C1)C1=CC=C(CN2CCCCC2)C=C1